N1(C=CC=C1)C1=CC=C(CSC2=NC=3N(C(N(C(C3N2C)=O)C)=O)C)C=C1 8-((4-(1H-pyrrol-1-yl)benzyl)thio)-1,3,7-trimethyl-1H-purine-2,6(3H,7H)-dione